CC1=C(C=CC=C1C)N1CCN(CC1)C(CN1N=C(C2=C1C[C@@H]1[C@H]2C1)C(=O)N1CCC(CC1)=O)=O 1-[(3bR,4aR)-1-{2-[4-(2,3-Dimethylphenyl)piperazin-1-yl]-2-oxoethyl}-3b,4,4a,5-tetrahydro-1H-cyclopropa[3,4]cyclopenta[1,2-c]pyrazol-3-carbonyl]piperidin-4-on